[C@H](C)(CC)NC=1N=CC2=C(N1)NC=C2C=2C=C(C=1N(C2)N=CN1)F (S)-N-(sec-butyl)-5-(8-fluoro-[1,2,4]triazolo[1,5-a]pyridin-6-yl)-7H-pyrrolo[2,3-d]pyrimidin-2-amine